FC1([C@@H]2OC[C@@H](O[C@H]12)COC1=CC=C(C=C1)C=1C=C(C(NC1C(F)(F)F)=O)C(=O)N)F 5-(4-(((1S,3R,6R)-7,7-difluoro-2,5-dioxabicyclo[4.1.0]heptan-3-yl)methoxy)phenyl)-2-oxo-6-(trifluoromethyl)-1,2-dihydropyridine-3-carboxamide